Palladium diacetate O=C(C)O[Pd]OC(=O)C